CN([C@@H](CC1=CC(=C(C(=O)NC)C=C1)F)CNC(C[C@H](C)C1=NC=CC=C1)=O)C 4-((S)-2-(dimethylamino)-3-((S)-3-(pyridin-2-yl)butanamido)propyl)-2-fluoro-N-methylbenzamide